[Br-].CO[Si](CCCOC1=C(C=C(C=C1)O)[P+](CCCC)(CCCC)CCCC)(C)C (2-[3-(methoxydimethylsilyl)propoxy]-5-hydroxyphenyl)tri(n-butyl)phosphonium bromide